C(C)(=O)N[C@@H](CSCCNC(=O)OCCCCCCCCCCCCCCCC)C(=O)N[C@H](CO)C(=O)N[C@@H](CCCCN)C(=O)N[C@@H](CCCCN)C(=O)N[C@@H](CCCCN)C(=O)N[C@@H](CCCCN)C(=O)O N-acetyl-S-(2-(((hexadecyloxy)carbonyl)amino)ethyl)-L-cysteinyl-D-seryl-L-lysyl-L-lysyl-L-lysyl-L-lysine